(S)-4-(2-oxopyrrolidin-1-yl)-3-(4-methylphenyl)-N-((R)-1-(6-(trifluoromethoxy)pyridin-3-yl)ethyl)-4,5-dihydro-1H-pyrazole-1-carboxamide O=C1N(CCC1)[C@@H]1C(=NN(C1)C(=O)N[C@H](C)C=1C=NC(=CC1)OC(F)(F)F)C1=CC=C(C=C1)C